5-bromo-6-(2-chloro-5-fluorophenyl)-6-hydroxy-3-(2,2,2-trifluoroethyl)-7,8-dihydro-6H-imidazo[4,5-e]isoindol-8-one BrC=1C=C2C(=C3C(NC(C13)(O)C1=C(C=CC(=C1)F)Cl)=O)N=CN2CC(F)(F)F